NC1=C(C=C2CCCN(C2=C1)C(C)=O)OC 1-(7-amino-6-methoxy-3,4-dihydroquinolin-1(2H)-yl)ethan-1-one